NC=1C(=CC=C(C1)S(=O)(=O)O)S(=O)(=O)O Anilin-2,5-disulfonic acid